ClC1=C(C=C2C=C(N=CC2=C1)NC(=O)C1(CC1)C)C1CCN(CC1)C1COC1 N-(7-chloro-6-(1-(oxetan-3-yl)piperidin-4-yl)isoquinolin-3-yl)-1-methylcyclopropane-1-carboxamide